(3-isocyanatopropyl)-bicyclo[2.2.1]heptane N(=C=O)CCCC12CCC(CC1)C2